N4-methyl-N4-phenyl-N2-[(1R,3S)-3-([1,2,4]triazolo[4,3-a]pyridin-3-yl)cyclohexyl]-5-(trifluoromethyl)pyrimidine-2,4-diamine CN(C1=NC(=NC=C1C(F)(F)F)N[C@H]1C[C@H](CCC1)C1=NN=C2N1C=CC=C2)C2=CC=CC=C2